NCC1N=C(OC1)N1CCN(CC1)C(=O)C1=C(C=C(C=C1)NC(=O)C=1N(C(=CN1)C=1C(=NN(C1)CC(F)(F)F)C(F)(F)F)C)Cl N-[4-[4-[4-(aminomethyl)-4,5-dihydro-1,3-oxazol-2-yl]piperazine-1-carbonyl]-3-chlorophenyl]-1-methyl-5-[1-(2,2,2-trifluoroethyl)-3-(trifluoromethyl)pyrazol-4-yl]imidazole-2-carboxamide